N-(3-chlorobenzyl)-2-(4-(5-fluoropyridin-2-yl)-1,9-dioxaspiro[5.5]undecan-4-yl)ethan-1-amine ClC=1C=C(CNCCC2(CCOC3(C2)CCOCC3)C3=NC=C(C=C3)F)C=CC1